ClC=1C=C(C=C(C1)C1=CC(=NC=C1)C)[C@@H]1COCCN1C(C=C)=O (R)-1-(3-(3-chloro-5-(2-methylpyridin-4-yl)phenyl)morpholino)prop-2-en-1-one